2,7-dimethyl-5-[2-(4-piperidyl)pyrazolo[4,3-b]pyridin-5-yl]indazol-6-ol CN1N=C2C(=C(C(=CC2=C1)C=1C=CC=2C(N1)=CN(N2)C2CCNCC2)O)C